OC1=C(C=CC(=C1O)O)C(C)=O 1-(2,3,4-trihydroxyphenyl)-ethanone